4-(4-(2-(4-fluorophenyl) acetamido) phenyl)-7-methoxyquinazolin-6-yl acetate C(C)(=O)OC=1C=C2C(=NC=NC2=CC1OC)C1=CC=C(C=C1)NC(CC1=CC=C(C=C1)F)=O